BrC1=C(C2=C(N=NC(=C2)C2=C(C=CC=C2)OCOC)N1COCC[Si](C)(C)C)CC1OCCC1 6-bromo-3-(2-(methoxymethoxy)phenyl)-5-((tetrahydrofuran-2-yl)methyl)-7-((2-(trimethylsilyl)ethoxy)methyl)-7H-pyrrolo[2,3-c]pyridazine